5-amino-8-(2-fluoro-6-methylpyridin-4-yl)-2-((5-fluoropyridin-2-yl)methyl)-7-phenyl-[1,2,4]triazolo[4,3-C]pyrimidin-3(2H)-one NC1=NC(=C(C=2N1C(N(N2)CC2=NC=C(C=C2)F)=O)C2=CC(=NC(=C2)C)F)C2=CC=CC=C2